2-deoxygalactopyranose OC1C[C@@H](O)[C@@H](O)[C@H](O1)CO